COC1=CC=C(C=C1)C(OC[C@H](CO[Si](C1=CC=CC=C1)(C1=CC=CC=C1)C(C)(C)C)O)(C1=CC=CC=C1)C1=CC=C(C=C1)OC (R)-1-[bis(4-methoxyphenyl)(phenyl)methoxy]-3-[(tert-butyldiphenylsilyl)oxy]propan-2-ol